OC(C)C1=CC=C(C=C1)NC1=NC=C(C(=N1)NCC=1C(=NC=CN1)N(S(=O)(=O)C)C)C(F)(F)F N-[3-({[2-{[4-(1-hydroxyethyl)phenyl]amino}-5-(trifluoromethyl)pyrimidin-4-yl]amino}methyl)pyrazin-2-yl]-N-methylmethane-sulfonamide